N1-[2-(dimethylamino)ethyl]-5-methoxy-N1-methyl-N4-(4-(3,3,5,6-tetramethyl-2,3-dihydro-1H-pyrrolo[3,2-b]pyridin-1-yl)pyrimidin-2-yl)benzene-1,2,4-triamine CN(CCN(C=1C(=CC(=C(C1)OC)NC1=NC=CC(=N1)N1CC(C2=NC(=C(C=C21)C)C)(C)C)N)C)C